N-[2-fluoro-4-(pyrazol-1-yl)phenyl]-2-(piperidin-4-ylmethyl)-1,6-naphthyridin-7-amine FC1=C(C=CC(=C1)N1N=CC=C1)NC1=NC=C2C=CC(=NC2=C1)CC1CCNCC1